4-[1-(4-amino-2-fluoro-phenyl)-4-piperidinyl]3,3-difluoro-piperidine-1-carboxylic acid tert-butyl ester C(C)(C)(C)OC(=O)N1CC(C(CC1)C1CCN(CC1)C1=C(C=C(C=C1)N)F)(F)F